BrC1=C(C=CC(=C1F)C)[N+](=O)[O-] 2-bromo-3-fluoro-4-methyl-1-nitrobenzene